O.O.C(=O)(O)C(O)C(O)C(=O)O.C(=O)(O)C(O)C(O)C(=O)O.CCC1=NC=C(C=C1)C1N(C)CCC1 2-ethyl-nicotine ditartrate dihydrate